ClC1=CC2=C(S1)C1(CC(NC(C1)C)C)OCC2 2-chloro-2',6'-dimethyl-spiro[4,5-dihydrothieno[2,3-c]pyran-7,4'-piperidine]